benzoimidazole-5-carboxylic acid (furan-2-ylmethyl)-amide O1C(=CC=C1)CNC(=O)C1=CC2=C(N=CN2)C=C1